BrC1=CC=C2C(=NN=C(C2=C1)N[C@H](C)C1=C(C(=CC=C1)C(F)(F)F)C)C (R)-7-bromo-4-methyl-N-(1-(2-methyl-3-(trifluoromethyl)phenyl)ethyl)phthalazin-1-amine